(8-bromo-2,2-dimethyl-2H-chromen-5-yl)methanol BrC=1C=CC(=C2C=CC(OC12)(C)C)CO